C[Si](OC)(OC)OC Methyltrimeth-oxysilan